3-[1-(5-bromopyridin-3-yl)ethoxy]-4-methylbenzoic acid BrC=1C=C(C=NC1)C(C)OC=1C=C(C(=O)O)C=CC1C